C(C1=CC=CC=C1)S[C@@H](C=C(F)F)CCC1=CC=C(C=C1)OCC1=CC=CC=C1 (R)-benzyl-(5-(4-(benzyloxy)phenyl)-1,1-difluoropent-1-en-3-yl)sulfane